(1R)-8-[5-(2,3-dichlorophenyl)-3-(difluoromethyl)pyrazin-2-yl]-8-azaspiro[4.5]decan-1-amine ClC1=C(C=CC=C1Cl)C=1N=C(C(=NC1)N1CCC2(CCC[C@H]2N)CC1)C(F)F